tert-butylmethyl ((3-(6-(methylamino)imidazo[1,2-a]pyridin-3-yl)phenyl)sulfonyl)carbamate CNC=1C=CC=2N(C1)C(=CN2)C=2C=C(C=CC2)S(=O)(=O)NC(OCC(C)(C)C)=O